(2R,3R,4R,5R,6R)-2-(hydroxymethyl)-6-((5-(1-(oxazol-2-yl)piperidin-4-yl)isoxazol-3-yl)methyl)-4-(4-(3,4,5-trifluorophenyl)-1H-1,2,3-triazol-1-yl)tetrahydro-2H-pyran-3,5-diol OC[C@H]1O[C@@H]([C@@H]([C@H]([C@H]1O)N1N=NC(=C1)C1=CC(=C(C(=C1)F)F)F)O)CC1=NOC(=C1)C1CCN(CC1)C=1OC=CN1